C(C)(C)(C)C1=CC=C(C=C1)NC=1C(=CC=2C=3C=C4C(=CC3C(C2C1)(C)C)C(CCC4(C)C)(C)C)B4OC(C(O4)(C)C)(C)C N-(4-(tert-butyl)phenyl)-6,6,9,9,11,11-hexamethyl-3-(4,4,5,5-tetramethyl-1,3,2-dioxaborolan-2-yl)-7,8,9,11-tetrahydro-6H-benzo[b]fluoren-2-amine